3-bromo-N-(4-(1-methyl-4-(trifluoromethyl)-1H-imidazol-2-yl)benzyl)-1H-1,2,4-triazol-5-amine BrC1=NNC(=N1)NCC1=CC=C(C=C1)C=1N(C=C(N1)C(F)(F)F)C